C(C1=CC(=C(C(=C1)C(C)(C)C)O)C)C1=CC(=C(C(=C1)C(C)(C)C)O)C 4,4'-methylenebis(6-tert-butyl-2-methyl-phenol)